OCC(C)N1C=NC2=C(C1=O)C=C(N=C2C2=CC=C(C=C2)C(F)(F)F)C2=CC=C(C=C2)C(F)(F)F 3-(1-hydroxypropan-2-yl)-6,8-bis(4-(trifluoromethyl)phenyl)pyrido[3,4-d]pyrimidin-4(3H)-one